8-isopropyl-7-methoxy-1,1-dimethyl-2,10-dihydro-1H-dibenzo[a,d][7]annulene-2,6-diol C(C)(C)C=1C(=C(C2=C(CC=C3C(=C2)C=CC(C3(C)C)O)C1)O)OC